ClC=1C=C(O[C@H]2C=3N(CCC2)N=C(N3)NC3[C@H]2CN(C[C@@H]3CC2)C2=NC=NC(=C2)C)C=C(C1)F (R)-8-(3-chloro-5-fluorophenoxy)-N-((1R,5s,8s)-3-(6-methylpyrimidin-4-yl)-3-azabicyclo[3.2.1]oct-8-yl)-5,6,7,8-tetrahydro-[1,2,4]triazolo[1,5-a]pyridin-2-amine